Cl.[C@@H]12CNC[C@H]2C1NC(=O)C1=C(C=C(C=C1)NC(=O)C=1N(C(=CN1)Br)C)Cl N-(4-(((1r,5s,6s)-3-azabicyclo[3.1.0]hexane-6-yl)carbamoyl)-3-chlorophenyl)-5-bromo-1-methyl-1H-imidazole-2-carboxamide hydrochloride